ClC=1C(=C(C2=C(N(CCO2)CCC2=CC=C(C=C2)F)C1)C(=O)O)F 6-Chloro-7-fluoro-4-[2-(4-fluorophenyl)ethyl]-3,4-dihydro-2H-1,4-benzoxazine-8-carboxylic acid